C(C)(C)(C)OC(=O)N1C[C@](CCC1)(C(=O)O)F (R)-1-(tert-butoxycarbonyl)-3-fluoro-piperidine-3-carboxylic acid